B(O[C@H](C)CC(C)(C)O)(O)OC[C@H](CO)C=1C=NC=C(C1)C1=CC(=C(C=C1)OC)OCCC (R)-4-hydroxy-4-methylpentan-2-yl hydrogen ((S)-3-hydroxy-2-(5-(4-methoxy-3-propoxyphenyl) pyridin-3-yl) propyl) borate